P(=O)(OO)([O-])[O-].[Al+3].OOP(=O)([O-])[O-].OOP(=O)([O-])[O-].[Al+3] aluminum hydroxy phosphoate